5-ethoxy-3,4-dihydroxy-[1,1'-biphenyl]-2-carbaldehyde C(C)OC1=C(C(=C(C(=C1)C1=CC=CC=C1)C=O)O)O